O=C1OC2=C(C=CC=C2C=C1)N1N=NC(=C1)C=1C(=NC=CC1)C(=O)O 3-(1-(2-oxo-2H-chromen-8-yl)-1H-1,2,3-triazol-4-yl)pyridineFormic acid